1-(1-(4-methoxyphenyl)vinyl)-1H-imidazole-5-carboxylic acid ethyl ester C(C)OC(=O)C1=CN=CN1C(=C)C1=CC=C(C=C1)OC